p-tert-Octylphenyl-1-naphthylamine C(C)(C)(CC(C)(C)C)C1=CC=C(C=C1)NC1=CC=CC2=CC=CC=C12